1-(6-oxaspiro[4.5]decan-9-yl)-3-[(2-pyrazol-1-ylpyridin-4-yl)methyl]urea C1CCCC12OCCC(C2)NC(=O)NCC2=CC(=NC=C2)N2N=CC=C2